3-(4-fluoro-2-methyl-1-(1-methylpiperidin-4-yl)-1H-benzo[d]imidazol-6-yl)-N-(6-(4-methylpiperazin-1-yl)pyridin-3-yl)-1H-pyrrolo[2,3-b]pyridine-5-carboxamide FC1=CC(=CC=2N(C(=NC21)C)C2CCN(CC2)C)C2=CNC1=NC=C(C=C12)C(=O)NC=1C=NC(=CC1)N1CCN(CC1)C